(Dl)-2-Ethyl-1-hexanol C(C)C(CO)CCCC